2-amino-4-(butylamino)-6-(4-((4-cyclobutylpiperazin-1-yl)methyl)benzyl)pyrido[4,3-d]pyrimidin-5(6H)-one NC=1N=C(C2=C(N1)C=CN(C2=O)CC2=CC=C(C=C2)CN2CCN(CC2)C2CCC2)NCCCC